1-((dimethylamino)methyl)cyclopropane CN(C)CC1CC1